(S)-1-ferrocenyl-ethanol Tert-butyl-(3S,4R)-3-((2-(1-(4-methoxybenzyl)-2,6-dioxopiperidin-3-yl)-1-oxoisoindolin-5-yl)oxy)-4-methylpyrrolidine-1-carboxylate C(C)(C)(C)C1N(C[C@H]([C@@H]1OC=1C=C2CN(C(C2=CC1)=O)C1C(N(C(CC1)=O)CC1=CC=C(C=C1)OC)=O)C)C(=O)O[C@@H](C)[C-]1C=CC=C1.[CH-]1C=CC=C1.[Fe+2]